ClC1=C(C=CC(=C1)Cl)C=1CCCC2=C(C1C1=CC=C(C=C1)N[C@@H]1CN(CC1)C(=O)OC(C)(C)C)C=CC(=C2)C(=O)OC Tert-butyl (S)-3-((4-(8-(2,4-dichlorophenyl)-3-(methoxycarbonyl)-6,7-dihydro-5H-benzo[7]annulen-9-yl)phenyl)amino)pyrrolidine-1-carboxylate